C(C)N(CC\C=C/C1=C(C=CC(=C1)F)S(=O)(=O)NC1=CC=C2[C@H]3[C@@H](COC2=C1C(=O)O)C3)CC (1aS,7bR)-5-[2-((Z)-4-diethylaminobut-1-enyl)-4-fluorobenzenesulfonyl-amino]-1,1a,2,7b-tetrahydro-cyclopropa[c]chromene-4-carboxylic acid